COC(=O)C1=NNC2=CC=C(C=C12)[N+](=O)[O-] 5-nitro-1H-indazole-3-carboxylic acid methyl ester